ClC1=NC=C2C(=N1)N(N=C2)C[C@H]2N(CC2)C(=O)OC(C)(C)C tert-butyl (2S)-2-[(6-chloropyrazolo[3,4-d]pyrimidin-1-yl)methyl]azetidine-1-carboxylate